2-chloro-4-(6-chloro-2'-(2,4-dimethoxypyrimidin-5-yl)-3'-isopropyl-2,6'-dioxo-3',6'-dihydro-5'H-spiro[indoline-3,4'-pyrrolo[3,4-d]imidazol]-5'-yl)benzamide ClC1=C(C(=O)N)C=CC(=C1)N1C(C=2N=C(N(C2C12C(NC1=CC(=CC=C12)Cl)=O)C(C)C)C=1C(=NC(=NC1)OC)OC)=O